(R)-tert-butyl 2-ethylpiperazine-1-carboxylate C(C)[C@H]1N(CCNC1)C(=O)OC(C)(C)C